FC(C1=C(C=NC(=C1)C1=CC=NC2=CC=C(C=C12)OC(F)(F)F)OC[C@](CC(C)C)(N)C)F (S)-1-((4-(difluoromethyl)-6-(6-(trifluoromethoxy)quinolin-4-yl)pyridin-3-yl)oxy)-2,4-dimethylpentan-2-amine